3-[5-phenyl-1H-pyrrolo[2,3-b]pyridin-3-yl]-1-[4-(trifluoromethyl)cyclohexyl]urea C1(=CC=CC=C1)C=1C=C2C(=NC1)NC=C2NC(NC2CCC(CC2)C(F)(F)F)=O